N-(3,3,7-trimethyl-3,4-dihydro-1H-[1,4]oxazino[4,3-a]indol-9-yl)benzamide CC1(CN2C(=CC=3C(=CC(=CC23)C)NC(C2=CC=CC=C2)=O)CO1)C